C1(=CC=CC=C1)CCC(=CC(=O)O)C 5-phenyl-3-methylpentenoic acid